(R)-(5-fluoro-2-(2-methoxy-7-methylquinoxalin-5-yl)-7,8-dihydrobenzofuro[5,4-d]thiazol-7-yl)methyl (2-(2-hydroxyethyl)pyrimidin-5-yl)carbamate OCCC1=NC=C(C=N1)NC(OC[C@@H]1OC2=C(C1)C1=C(N=C(S1)C1=C3N=CC(=NC3=CC(=C1)C)OC)C=C2F)=O